di-tertiary butyl disulfide C(C)(C)(C)SSC(C)(C)C